C(CCCCCCCCCCCCCCCCC)C(C(=O)[O-])(C)C1=CC(=C(C(=C1)C(C)(C)C)O)C(C)(C)C n-Octadecyl-(3,5-di-tert-butyl-4-hydroxyphenyl)-propionat